tert-butyl (3R)-3-[6-[N-tert-butoxycarbonyl-2-cyano-3-[[ethyl(methyl)sulfamoyl]amino]-6-fluoro-anilino]-5-fluoro-4-oxo-quinazolin-3-yl]-1-oxa-8-azaspiro[4.5]decane-8-carboxylate C(C)(C)(C)OC(=O)N(C1=C(C(=CC=C1F)NS(N(C)CC)(=O)=O)C#N)C=1C(=C2C(N(C=NC2=CC1)[C@H]1COC2(C1)CCN(CC2)C(=O)OC(C)(C)C)=O)F